C(C1=CC=CC=C1)SC1=CC=C(C=C1)NC([C@H](CC1=CC=CC=C1)NC(=O)C1=NC=C(C=C1)F)=O (S)-N-(1-(4-(benzylthio)phenylamino)-1-oxo-3-phenylprop-2-yl)-5-fluoropyridinamide